O=C(CCCCC[C@@H](C=1NC(=CN1)C1=C2C3CCC(C2=CC=C1)N3CC=C)NC(=O)[C@H]3CC31CCN(CC1)CC=C)CC (1S)-N-{(1S)-7-Oxo-1-[5-(9-prop-2-en-1-yl-1,2,3,4-tetrahydro-1,4-epiminonaphthalin-5-yl)-1H-imidazol-2-yl]nonyl}-6-prop-2-en-1-yl-6-azaspiro[2.5]octan-1-carboxamid